C(C)(C)(C)OC(CN1CNC2=CC(=CC=C2C1=O)S(=O)(=O)N1CCC(CC1)C1=CC=C(C=C1)O)=O.ClC=1N=CC2=C(C=CC(=C2C1)C(C)C)C1CC(C1)CS(=O)(=O)C 3-chloro-5-isopropyl-8-(3-((methylsulfonyl)methyl)cyclobutyl)isoquinoline tert-butyl-2-(7-((4-(4-hydroxyphenyl)piperidin-1-yl)sulfonyl)-4-oxo-1,2-dihydroquinazolin-3(4H)-yl)acetate